2-(acetoxymethyl)-6-(2-bromoethyloxy)tetrahydro-3,4-diacetoxy-pyridine C(C)(=O)OCC1NC(=CC(C1OC(C)=O)OC(C)=O)OCCBr